[Si]([O-])([O-])([O-])[O-].[Ca+2].[Fe+2].[Mg+2] magnesium-iron-calcium silicate